N-((1s,3s)-3-(6-((4-(3-(4-(2-(2,6-dioxopiperidin-3-yl)-1,3-dioxoisoindolin-5-yl)piperazin-1-yl)azetidin-1-yl)phenyl)amino)-9H-purin-9-yl)cyclobutyl)-2-phenylacetamide O=C1NC(CC[C@@H]1N1C(C2=CC=C(C=C2C1=O)N1CCN(CC1)C1CN(C1)C1=CC=C(C=C1)NC1=C2N=CN(C2=NC=N1)C1CC(C1)NC(CC1=CC=CC=C1)=O)=O)=O